2-isocyano-6-methyl-1,1'-biphenyl [N+](#[C-])C1=C(C(=CC=C1)C)C1=CC=CC=C1